O1C(=NC2=C1C=CC=C2)C(=O)N2[C@H](C1=C(CC2)NC=N1)C1=NN2C(C(=CC=C2)F)=C1 (R)-benzo[d]oxazol-2-yl(4-(4-fluoropyrazolo[1,5-a]pyridin-2-yl)-1,4,6,7-tetrahydro-5H-imidazo[4,5-c]pyridin-5-yl)methanone